ClC=1C=NC=CC1C(=O)O 3-chloropyridin-4-carboxylic acid